methyl 2-((tert-butoxycarbonyl)amino)-4-(4-ethoxypiperidin-2-yl)benzoate C(C)(C)(C)OC(=O)NC1=C(C(=O)OC)C=CC(=C1)C1NCCC(C1)OCC